BrC1=CC(=CC(=N1)C(N(C)C)=N)OC1=C(C=C(C=C1)[N+](=O)[O-])C [6-bromo-4-(2-methyl-4-nitrophenoxy)pyridin-2-yl]-N,N-dimethylmethanimidamide